COC1=CC=C(C=C1)C(OCCCCCCCCCCCCCCCCO)(C1=CC=CC=C1)C1=CC=C(C=C1)OC 16-(bis(4-methoxyphenyl)(phenyl)methoxy)hexadecan-1-ol